ClC=1C=C(C=CC1)C1C(C1)C1=NN=C(O1)N[C@@H]1C(NC[C@H]1C1=C(C=C(C=C1F)OC)F)=O (3S,4R)-3-({5-[2-(3-chlorophenyl)cyclopropyl]-1,3,4-oxadiazol-2-yl}amino)-4-(2,6-difluoro-4-methoxyphenyl)pyrrolidin-2-one